(E)-3-(3-((1R,2S)-2-fluorocyclopropyl)-1,2,4-oxadiazol-5-yl)acrylic acid F[C@@H]1[C@H](C1)C1=NOC(=N1)/C=C/C(=O)O